FC(=CC1C2C(N(C1)C(C=O)(C1CCCC1)NC(C1=CC=C(C=C1)C=1N=C(SC1F)N1CCN(CC1)C)=O)C(CO2)=O)F N-[1-(6-(difluorovinyl)-3-oxo-hexahydro-furo[3,2-b]pyrrol-4-yl)-1-cyclopentyl-2-oxo-ethyl]-4-[5-fluoro-2-(4-methyl-piperazin-1-yl)-thiazol-4-yl]-benzamide